C(C)(C)N1C(C(=CCC1)C1=CC=2C(=NC=CC2NC=2C=CC3=C(N=CS3)C2)S1)C N-(2-(1-isopropyl-2-methyl-1,2,5,6-tetrahydropyridin-3-yl)thieno[2,3-b]pyridin-4-yl)benzo[d]thiazol-5-amine